tert-butyl N-tert-butoxycarbonyl-N-((trans-3-(3-cyclopropyl-4-[6-(3-hydroxyazetidin-1-yl)-2-pyridyl]pyrazol-1-yl)cyclobutyl)methyl)carbamate C(C)(C)(C)OC(=O)N(C(OC(C)(C)C)=O)C[C@@H]1C[C@H](C1)N1N=C(C(=C1)C1=NC(=CC=C1)N1CC(C1)O)C1CC1